CS(=O)(=O)O.C(C)(=O)N(CCCCCNC(CCC(=O)N(O)CCCCCNC(CCC(=O)N(O)CCCCCN)=O)=O)O N4-{5-[acetyl(hydroxy)amino]pentyl}-N1-(5-{4-[(5-aminopentyl)(hydroxy)amino]-4-oxobutaneamido}pentyl)-N1-hydroxybutanediamide monomethanesulfonate